CS(=O)(=O)C1=CC(=C(C=C1)NCC#CC=1N(C=2C=CC=C(C2C1)NC1CCC(CC1)N1CC2(COC2)C1)CC(F)(F)F)OC 2-{3-[(4-methane-sulfonyl-2-methoxy-phenyl)amino]prop-1-yn-1-yl}-N-[(1S,4S)-4-{2-oxa-6-azaspiro[3.3]heptan-6-yl}cyclohexyl]-1-(2,2,2-trifluoro-ethyl)-1H-indol-4-amine